C[C@@H]1C=2C=3C=C(N=NC3NC2CCN1C1CCNCC1)C1=C(C=CC=C1)O 2-[(3R)-3-methyl-4-(4-piperidyl)-4,8,10,11-tetrazatricyclo[7.4.0.02,7]trideca-1(9),2(7),10,12-tetraen-12-yl]phenol